CC1=C(OCCCC(C(=O)ON2C(C3=CC=CC=C3C2=O)=O)(C)C)C=C(C=C1)C 1,3-Dioxoisoindolin-2-yl 5-(2,5-dimethylphenoxy)-2,2-dimethylpentanoate